1,1'-((4,6-dihydroxy-1,3-phenylene)bis(propane-1,1-diyl))bis(azepan-2-one) OC1=C(C=C(C(=C1)O)C(CC)N1C(CCCCC1)=O)C(CC)N1C(CCCCC1)=O